BrC1=C(C2=C(N(S(N2C)(=O)=O)C)C=C1)F 5-bromo-4-fluoro-1,3-dimethyl-1,3-dihydrobenzo[c][1,2,5]thiadiazole 2,2-dioxide